(azetidin-3-yl)-3-((2-fluoro-4-iodophenyl)amino)isonicotinamide N1CC(C1)C=1C(=C(C(=O)N)C=CN1)NC1=C(C=C(C=C1)I)F